C[C@H]1CC[C@@H](NC1)C=1C=C2C=CC=NC2=CC1 6-[(2R,5S)-5-methyl-2-piperidyl]quinoline